CC=1SC2=C(N1)C=C(C=C2)SC 2-methyl-5-(methylthio)-1,3-benzothiazole